Cl.N[C@@H]1[C@@H](CC1)CNC(=O)[C@@H]1SC=CN(C1)C1=C2N=CNC2=NC=N1 |o1:10| Rel-N-(((1S,2S)-2-aminocyclobutyl)methyl)-4-(9H-purin-6-yl)-3,4-dihydro-2H-1,4-thiazine-carboxamide hydrochloride